2-hexyloxy-5-octyloxyterephthalaldehyde C(CCCCC)OC1=C(C=O)C=C(C(=C1)C=O)OCCCCCCCC